ClC1=C(C=CC=C1)CC1=C(C=CC=C1)Cl bis-(2-chlorophenyl)-methane